5-(8-((4-(difluoromethoxy)phenyl)sulfonyl)-8-azaspiro[4.5]dec-2-yl)-2-oxa-5-azabicyclo[2.2.1]heptane FC(OC1=CC=C(C=C1)S(=O)(=O)N1CCC2(CCC(C2)N2C3COC(C2)C3)CC1)F